4-amino-2-methoxy-5-methyl-phenyl-diazenyl-benzenesulfonic acid NC1=CC(=C(C=C1C)C=1C(=C(C=CC1)S(=O)(=O)O)N=N)OC